N-(tripropylphenyl)urea C(CC)C1=C(C(=C(C=C1)NC(=O)N)CCC)CCC